(endo-8-(5-iodo-3-methyl-4-oxo-7-((2-(trimethylsilyl)ethoxy)methyl)-4,7-dihydro-3H-pyrrolo[2,3-d]pyrimidin-2-yl)-8-azabicyclo[3.2.1]oct-3-yl)carbamic acid tert-butyl ester C(C)(C)(C)OC(NC1CC2CCC(C1)N2C=2N(C(C1=C(N2)N(C=C1I)COCC[Si](C)(C)C)=O)C)=O